3-((4-Bromo-5-fluoro-2-methoxyphenyl)amino)piperidine-2,6-dione BrC1=CC(=C(C=C1F)NC1C(NC(CC1)=O)=O)OC